[Sn].[Tl] thallium tin